(R,E)-3-(3-(3-((1-(3,4-dimethoxyphenyl)ethyl)amino)-3-oxoprop-1-en-1-yl)-1H-pyrrolo[2,3-b]pyridin-5-yl)benzamide COC=1C=C(C=CC1OC)[C@@H](C)NC(/C=C/C1=CNC2=NC=C(C=C21)C=2C=C(C(=O)N)C=CC2)=O